N-(2-methoxyethyl)-5-(3-(piperidine-1-carbonyl)pyrazolo[1,5-a]Pyridin-7-yl)nicotinamide COCCNC(C1=CN=CC(=C1)C1=CC=CC=2N1N=CC2C(=O)N2CCCCC2)=O